C(C)C1=NC(=NO1)C=1C=C2CCC[C@@H](C2=CC1)NC(=O)C=1C=NN(C1)C (S)-N-(6-(5-ethyl-1,2,4-oxadiazol-3-yl)-1,2,3,4-tetrahydronaphthalen-1-yl)-1-methyl-1H-pyrazole-4-carboxamide